6-(imidazo[1,2-a]pyridine-3-carbonyl)-N-(3-(trifluoromethoxy)phenyl)-4,5,6,7-tetrahydrothieno[2,3-c]pyridine-3-carboxamide N=1C=C(N2C1C=CC=C2)C(=O)N2CC1=C(CC2)C(=CS1)C(=O)NC1=CC(=CC=C1)OC(F)(F)F